propan-2-yl 5-[2-fluoro-5-[[4-fluoro-2-(trifluoromethyl)benzoyl] amino]-4-[rac-(3R)-3,4-dimethylpiperazin-1-yl]phenyl]-3,6-dihydro-2H-pyridine-1-carboxylate FC1=C(C=C(C(=C1)N1C[C@H](N(CC1)C)C)NC(C1=C(C=C(C=C1)F)C(F)(F)F)=O)C1=CCCN(C1)C(=O)OC(C)C |r|